F[C@H]1C[C@H](N2N=C(N=C21)S(=O)CC#N)C2=CC=CC=C2 2-[[(5S,7S)-7-fluoro-5-phenyl-6,7-dihydro-5H-pyrrolo[1,2-b][1,2,4]triazol-2-yl]sulfinyl]acetonitrile